7-hydroxy-4-methyl-3-(4-(4-methylpiperazine-1-carbonyl)phenyl)-2H-chromen-2-one OC1=CC=C2C(=C(C(OC2=C1)=O)C1=CC=C(C=C1)C(=O)N1CCN(CC1)C)C